NCC=1C=CC(=NC1C)NC(=O)C1=CC2=C(OCCC3=C2SC=C3)C=C1C=1C(=NC(=CC1)C(NCCC)=O)C(=O)O 3-(9-((5-(aminomethyl)-6-methylpyridin-2-yl)carbamoyl)-4,5-dihydrobenzo[b]thieno[2,3-d]oxepin-8-yl)-6-(propylcarbamoyl)picolinic acid